NCCN(CCN1C(N(CC1)CCNCCN(CC#N)CC#N)=O)CC#N 2,2'-((2-((2-(3-(2-((2-aminoethyl)(cyanomethyl)amino)ethyl)-2-oxoimidazolidin-1-yl)ethyl)amino)ethyl)azanediyl)diacetonitrile